[Li+].COC1CN(C1)CCCC1=CC=CC(=N1)C(=O)[O-] 6-[3-(3-methoxyazetidin-1-yl)propyl]pyridine-2-carboxylic acid lithium salt